(7-((5-(1,1-Difluoroethyl)pyridin-2-yl)oxy)-2-azaspiro[3.5]nonan-2-yl)((1s,3s)-3-hydroxy-3-methylcyclobutyl)methanone FC(C)(F)C=1C=CC(=NC1)OC1CCC2(CN(C2)C(=O)C2CC(C2)(C)O)CC1